5-bromo-1-chloro-3-iodo-2-methoxybenzene BrC=1C=C(C(=C(C1)Cl)OC)I